tert-Butyl N-(5-methoxy-2,3,4,9-tetrahydro-1H-carbazol-3-yl)carbamate COC1=C2C=3CC(CCC3NC2=CC=C1)NC(OC(C)(C)C)=O